C[N+](C)(C)CC(=O)CC(=O)[O-] The molecule is an ammonium betaine that is the conjugate base of 3-dehydrocarnitinium; major species at pH 7.3. It has a role as a human metabolite. It is a conjugate base of a 3-dehydrocarnitinium.